N-[2-({[2-anilino-5-(trifluoromethyl)pyrimidin-4-yl]amino}methyl)-5-methylphenyl]methanesulfonamide N(C1=CC=CC=C1)C1=NC=C(C(=N1)NCC1=C(C=C(C=C1)C)NS(=O)(=O)C)C(F)(F)F